BrC1=CC=C(C=C1)C=1N=C2N(C=CC=C2)C1CN1CCN(CC1)C(=O)C1COCC1 (4-{[2-(4-bromophenyl)imidazo[1,2-a]pyridine-3-yl]methyl}piperazin-1-yl)(tetrahydrofuran-3-yl)methanone